6-bromoquinazolin-4(3H)-one BrC=1C=C2C(NC=NC2=CC1)=O